C(C)OCC[P+](C)(C)CCOCCOC.[Sc+2] scandium (ii) (2-ethoxyethyl)[2-(2-methoxyethoxy)ethyl]dimethyl-phosphonium